N-(3-tert-butyl-5-(1-phenylvinyl)-[1,1'-biphenyl]-4-yl)benzamide C(C)(C)(C)C=1C=C(C=C(C1NC(C1=CC=CC=C1)=O)C(=C)C1=CC=CC=C1)C1=CC=CC=C1